N1(CCC1)C=1C=CC(=C(C1)[Si](C(C)C)(C(C)C)C1=C(C=CC(=C1)N1CCC1)Br)Br bis(5-(azetidin-1-yl)-2-bromophenyl)diisopropylsilane